ClC1=CC=C(C(=O)N2C(=C(C3=CC(=CC=C23)OC)CC(=O)N2C=CC3=C2N=CN=C3N([C@H]3CN(CC[C@H]3C)C(CC#N)=O)C)C)C=C1 3-((3R,4R)-3-((7-(2-(1-(4-chlorobenzoyl)-5-methoxy-2-methyl-1H-indol-3-yl)acetyl)-7H-pyrrolo[2,3-d]pyrimidin-4-yl)(methyl)amino)-4-methylpiperidin-1-yl)-3-oxopropionitrile